(10-(11,11-dimethyl-11H-benzo[b]fluoren-2-yl)anthracen-9-yl)-4-hydroxy-3-penten-2-one CC1(C=2C=C(C=CC2C=2C=C3C(=CC12)C=CC=C3)C3=C1C=CC=CC1=C(C1=CC=CC=C31)CC(C=C(C)O)=O)C